5-(3-fluorophenyl)-1-((4-(trifluoromethoxy)phenyl)sulfonyl)-1H-pyrrole-3-carbaldehyde FC=1C=C(C=CC1)C1=CC(=CN1S(=O)(=O)C1=CC=C(C=C1)OC(F)(F)F)C=O